OCC1=C(C=CC=C1)C1(CCC2(OCCO2)CC1)O 8-(2-(hydroxymethyl)phenyl)-1,4-dioxaspiro[4.5]decan-8-ol